C(C)(C)(C)[Si](C1(C(C1)=O)CN)(C)C (1-(tert-butyl-(dimethyl)silyl)oxocyclopropyl)methylamine